FC([C@@H]1CN(CC1)CCC)F (S)-1-((S)-3-(difluoromethyl)pyrrolidin-1-yl)propane